O=C1N(CCC(N1)=O)C=1C=CC(=NC1)N1CCC(CC1)C(=O)N1CCC(CC1)C(=O)O 1-(1-(5-(2,4-DIOXOTETRAHYDROPYRIMIDIN-1(2H)-YL)PYRIDIN-2-YL)PIPERIDINE-4-CARBONYL)PIPERIDINE-4-CARBOXYLIC ACID